4-{4-[4-(3-{[ethyl(methyl)sulfamoyl]amino}-2-fluorophenyl)-3-(pyrimidin-4-yl)pyrazol-1-yl]phenyl}piperazine C(C)N(S(=O)(=O)NC=1C(=C(C=CC1)C=1C(=NN(C1)C1=CC=C(C=C1)N1CCNCC1)C1=NC=NC=C1)F)C